C(C)OC(CC/C=C/COCC1(CC(NC1)C(=O)[O-])F)=O 4-((((E)-6-ethoxy-6-oxohex-2-en-1-yl) oxy)methyl)-4-fluoropyrrolidine-2-carboxylate